C(CCCCC=CCCCCCCCCCCCCCCCC)(=O)O 6-Tricosenoic acid